(2-(5-hexyl-3,6-dimethoxypyridin-2-yl)ethyl)carbamic acid tert-butyl ester C(C)(C)(C)OC(NCCC1=NC(=C(C=C1OC)CCCCCC)OC)=O